C1(CC1)S(=O)(=O)NC=1SC=C(N1)C(C(=O)NC1=CC=C(C=C1)C1=NC(=CN=C1)NCC)CC 2-(2-(Cyclopropanesulfonamido)thiazol-4-yl)-N-(4-(6-(ethylamino)pyrazin-2-yl)phenyl)butanamide